C(#N)CCCC=1NC=C[NH+]1 3-cyanopropylimidazolium